6-bromo-3-iodoimidazo[1,2-a]pyridine-7-carbonitrile BrC=1C(=CC=2N(C1)C(=CN2)I)C#N